ClC1=C(C(=NC(=N1)C)NC1CCCC1)N 6-chloro-N4-cyclopentyl-2-methylpyrimidine-4,5-diamine